3-[5-[2-(2,7-diazaspiro[3.5]nonan-2-yl)ethyl]-3-methyl-2-oxo-benzimidazol-1-yl]piperidine-2,6-dione C1N(CC12CCNCC2)CCC2=CC1=C(N(C(N1C)=O)C1C(NC(CC1)=O)=O)C=C2